C=1N=CN2[C@H](C=3C=CC=CC3C21)[C@H]2CC1([C@H]2O)CCN(CC1)S(=O)(=O)C1COC1 (2R,3S)-2-((5S)-5H-imidazo[1,5-b]isoindol-5-yl)-7-(oxetan-3-ylsulfonyl)-7-azaspiro[3.5]nonan-3-ol